C(CCCCCCCC(=O)O)(=O)O.C(C)NCC Diethylamine azelaate